Tert-butyl ((S)-1-((S)-1-(methoxy(methyl)amino)-4-methyl-1-oxopentan-2-yl)-2-oxopyrrolidin-3-yl)carbamate CON(C([C@H](CC(C)C)N1C([C@H](CC1)NC(OC(C)(C)C)=O)=O)=O)C